C1=CC=CC=2C3=CC=CC=C3C(C12)COC(=O)N(CC(=O)O)CC1=CC(=CC=C1)OC 2-({[(9H-fluoren-9-yl)methoxy]carbonyl}[(3-methoxyphenyl)methyl]amino)acetic acid